2-(N-benzylprolyl)aminobenzophenone C(C1=CC=CC=C1)N1[C@@H](CCC1)C(=O)NC1=C(C(=O)C2=CC=CC=C2)C=CC=C1